C1(CCCCC1)OC1=CC=C(CN2C=CC3=C(C=CC(=C23)C(=O)NC2CC3(CCC3)C2)F)C=C1 (Ra)-6-(1-(4-(cyclohexyloxy)benzyl)-4-fluoro-1H-indole-7-carboxamido)spiro[3.3]heptane